hexabromocyclododecane C1CC(C(CCC(C(CCC(C1Br)Br)Br)Br)Br)Br